C(C)C1=NC(=CC=C1N1C[C@@H](CC1)C(C(=O)OC)(C)C)C=1N=NN(C1CN1C(C=CC(=C1)CCC)=O)C methyl 2-[(3S)-1-(2-ethyl-6-{1-methyl-5-[(2-oxo-5-propyl-1,2-dihydropyridin-1-yl)methyl]-1H-1,2,3-triazol-4-yl}pyridin-3-yl)pyrrolidin-3-yl]-2-methylpropanoate